CC1=CC(NC2=CC(=CC=C12)C(=O)OC)=O methyl 4-methyl-2-oxo-1,2-dihydroquinoline-7-carboxylate